CN1CCN(CC1)C1=CC=C(C=C1)NC=1N=CC2=C(N1)N=C(C=C2C#C[Si](C(C)C)(C(C)C)C(C)C)NC(NCC2=NC=CC=C2)=O 3-(2-{[4-(4-methylpiperazin-1-yl)phenyl]amino}-5-[2-(triisopropylsilyl)ethynyl]pyrido[2,3-d]pyrimidin-7-yl)-1-(pyridin-2-ylmethyl)urea